(1R,2S,3R)-N-(7-chloro-6-((S)-1-cyanopropan-2-yl)isoquinolin-3-yl)-2-ethyl-3-(1-methyl-1H-pyrazol-4-yl)cyclopropane-1-carboxamide ClC1=C(C=C2C=C(N=CC2=C1)NC(=O)[C@@H]1[C@H]([C@H]1C=1C=NN(C1)C)CC)[C@H](CC#N)C